tert-butyl ((1s,3s)-3-(4-(2-(4-((2-(2-oxa-6-azaspiro[3.3]heptan-6-yl)pyrimidin-5-yl)methoxy)phenyl)propan-2-yl)phenoxy)cyclobutyl)carbamate C1OCC12CN(C2)C2=NC=C(C=N2)COC2=CC=C(C=C2)C(C)(C)C2=CC=C(OC1CC(C1)NC(OC(C)(C)C)=O)C=C2